2-amino-3-(2,3-dichlorophenyl)propionic acid hydrochloride Cl.NC(C(=O)O)CC1=C(C(=CC=C1)Cl)Cl